2-[(E)-2-(2-methoxymethoxy-phenyl)-styryl]-N-methylpiperidine COCOC1=C(C=CC=C1)C1=C(/C=C/C2N(CCCC2)C)C=CC=C1